(1r,4r)-4-((4-(2-(2-aminopyridin-3-yl)-5-phenyl-3H-imidazo[4,5-b]pyridin-3-yl)benzyl)(2,2,2-trifluoroethyl)amino)cyclohexane-1-carboxylic acid NC1=NC=CC=C1C1=NC=2C(=NC(=CC2)C2=CC=CC=C2)N1C1=CC=C(CN(C2CCC(CC2)C(=O)O)CC(F)(F)F)C=C1